1-trifluoromethyl-1,2,2-trifluorobutane FC(C(C(CC)(F)F)F)(F)F